N1C=C(C2=CC=CC=C12)C(=O)NCCNC(OC(C)(C)C)=O tert-butyl (2-(1H-indole-3-carboxamido)ethyl)carbamate